FC(OC1=CC(=C(C=C1)N1C(N(C(C1)C#N)C1=CN=CC2=CC=CC=C12)=O)F)F 1-(4-(difluoromethoxy)-2-fluorophenyl)-3-(isoquinolin-4-yl)-2-oxoimidazolidine-4-carbonitrile